C1(=CC=CC=C1)C1=NC2=CC=CC=C2C(N1C1=CC=CC=C1)=O 2,3-diphenylquinazolin-4(3H)-one